C12(CCC(CC1)C(C)(C)O2)C 1,8-Epoxy-p-menthan